NC/C=C/CNC(OC(C)(C)C)=O tert-butyl (E)-(4-aminobutane-2-en-1-yl)carbamate